triazolo[1,5-a]pyrimidin-7-one N1N=CC=2N1C(C=CN2)=O